FC1=C(C=CC=C1C[C@@H]1N(CC[C@@H]1NS(=O)(=O)CF)C(C(C)(C)O)=O)C1=CC(=CC=C1)F N-((2S,3S)-2-((2,3'-difluorobiphenyl-3-yl)methyl)-1-(2-hydroxy-2-methylpropanoyl)pyrrolidin-3-yl)-1-fluoromethanesulfonamide